tert-Butyl-4-((2-(2-(2-fluorobenzamido)phenyl)benzofuran-6-yl)methyl)piperazine C(C)(C)(C)N1CCN(CC1)CC1=CC2=C(C=C(O2)C2=C(C=CC=C2)NC(C2=C(C=CC=C2)F)=O)C=C1